n-octyl-octaethylene glycol C(CCCCCCC)C(COCCOCCOCCOCCOCCOCCOCCO)O